CN1N=CC(=C1)C(N1C=2N(C3=CC=C(C=C3C1=O)S(=O)(=O)NC1(CC1)C)C(CN2)C#CC2(CC2)NC)([2H])[2H] 4-((1-methyl-1H-pyrazol-4-yl)methyl-d2)-1-((1-(methylamino)cyclopropyl)ethynyl)-N-(1-methylcyclopropyl)-5-oxo-1,2,4,5-tetrahydroimidazo[1,2-a]quinazoline-7-sulfonamide